[13C]([13C](=O)C)(=O)[O-] [1,2-13C2]pyruvate